1-heptadecanoyl-2-hydroxy-sn-glycero-3-phosphocholine C(CCCCCCCCCCCCCCCC)(=O)OC[C@@H](OO)COP(=O)([O-])OCC[N+](C)(C)C